C(C)(C)(C)OC1=NC=C(C(=N1)OC(C)(C)C)C1=NC(=NC(=C1)N1C[C@@H](C(C1)(F)F)OC1=CC2=C(C=N1)N=NN2CC(F)(F)F)C (S)-6-((1-(2',4'-di-tert-butoxy-2-methyl-[4,5'-bipyrimidin]-6-yl)-4,4-difluoropyrrolidin-3-yl)oxy)-1-(2,2,2-trifluoroethyl)-1H-[1,2,3]triazolo[4,5-c]pyridine